C1(=CC=CC=C1)C1=NOC(=C1)C1CCNCC1 4-(3-phenylisoxazol-5-yl)piperidine